N[C@@H](C1=C(C=C(C(=C1)Cl)Cl)O)C1CCN(CC1)S(=O)(=O)CCO (R)-2-(amino(1-((2-hydroxyethyl)sulfonyl)piperidin-4-yl)methyl)-4,5-dichlorophenol